(R)-3-amino-N-methyl-4-(2',3',6'-trifluoro-[1,1'-biphenyl]-4-yl)butanamide N[C@@H](CC(=O)NC)CC1=CC=C(C=C1)C1=C(C(=CC=C1F)F)F